Pentyl 12-((5-(heptadecan-9-yloxy)-5-oxopentyl)(2-hydroxyethyl)amino)dodecanoate CCCCCCCCC(CCCCCCCC)OC(CCCCN(CCCCCCCCCCCC(=O)OCCCCC)CCO)=O